2,2-bis(4-cyanooxyphenyl)-4-methylpentane C(#N)OC1=CC=C(C=C1)C(C)(CC(C)C)C1=CC=C(C=C1)OC#N